ClC=1N=CC=2C3=C(C=C(C2C1)S(=O)(=O)NCC(C)(C)F)C(CC3)OC=3C=NC=CC3 3-chloro-N-(2-fluoro-2-methyl-propyl)-7-(3-pyridyloxy)-8,9-dihydro-7H-cyclopenta[h]isoquinoline-5-sulfonamide